P(=O)(OCN1N=CC(=C1)C=1SC=C(N1)C(NC=1C(=NN(C1)C1CC(C1)OCC)C1=NC=CC=C1)=O)([O-])[O-].[Ca+2] calcium (4-(4-((1-((1s,3s)-3-ethoxycyclobutyl)-3-(pyridin-2-yl)-1H-pyrazol-4-yl)carbamoyl)thiazol-2-yl)-1H-pyrazol-1-yl)methyl phosphate